CC=1C=CC=2C(C3=CC=C(C=C3SC2C1)C)NC(=O)C=1C(NC(=C(C1)C1=NC=CC=N1)C(F)(F)F)=O N-(3,6-dimethyl-9H-thioxanthen-9-yl)-2-oxo-5-(pyrimidin-2-yl)-6-(trifluoromethyl)-1,2-dihydropyridine-3-carboxamide